CC(C(=O)NS(=O)(=O)C)(C)C 2,2-dimethyl-N-(methylsulfonyl)propionamide